tert-butyl (7-((1-(4-((2,6-dioxopiperidin-3-yl)(methyl)amino)-2,6-difluorophenyl)piperidin-4-yl)methyl)-7-azaspiro[3.5]nonan-2-yl)carbamate O=C1NC(CCC1N(C1=CC(=C(C(=C1)F)N1CCC(CC1)CN1CCC2(CC(C2)NC(OC(C)(C)C)=O)CC1)F)C)=O